n-Butyl-2,2-dimethyl-3,4-epoxycyclohexancarboxylat C(CCC)OC(=O)C1C(C2C(CC1)O2)(C)C